1,2-dicarboxyl-glycero-3-phosphorylcholine C(=O)(O)OCC(OC(=O)O)COP(=O)(O)OCC[N+](C)(C)C